O.S(=O)(=O)([O-])[O-].[Mn+2] Manganese sulphate, monohydrate